dimethyl-4-hydroxybutyl-2,3-dioleyloxypropyl-ammonium bromide [Br-].C[N+](CC(COCCCCCCCC\C=C/CCCCCCCC)OCCCCCCCC\C=C/CCCCCCCC)(CCCCO)C